CC1=NC(=CC=C1B1OC(C(O1)(C)C)(C)C)C=1N=NN(C1COC1OCCCC1)C 2-methyl-6-(1-methyl-5-(((tetrahydro-2H-pyran-2-yl)oxy)methyl)-1H-1,2,3-triazol-4-yl)-3-(4,4,5,5-tetramethyl-1,3,2-dioxaborolan-2-yl)pyridine